terephthalic acid bis(n-dodecylamine) salt C(CCCCCCCCCCC)N.C(CCCCCCCCCCC)N.C(C1=CC=C(C(=O)O)C=C1)(=O)O